2-[({3-amino-5H-pyrrolo[2,3-b]pyrazin-2-yl}formamido)methyl]1-ethyl-3-methyl-1H-1,3-benzodiazol-3-ium NC1=C(N=C2C(=N1)NC=C2)C(=O)NCC2=[N+](C1=C(N2CC)C=CC=C1)C